FC1=CC=C(COC=2C=C3C(C(N(C3=CC2)C)=O)=O)C=C1 5-((4-fluorobenzyl)oxy)-1-methylindole-2,3-dione